N-(cyclopentyloxycarbonyl)-azetidine C1(CCCC1)OC(=O)N1CCC1